4-oxo-1-(pyrazin-2-yl)-1,8-naphthyridine-3-carboxylic acid O=C1C(=CN(C2=NC=CC=C12)C1=NC=CN=C1)C(=O)O